BrC=1C(=C(C=CC1)C1=CC=C(C=C1)C=O)C 3'-bromo-2'-methyl-[1,1'-biphenyl]-4-carbaldehyde